C(C)C1=C(C=CC(=C1)N1[C@@H](CNCC1)C)NC1=NC=C(C(=N1)C1=CC=2S(CCOCC2S1)(=O)=O)C(F)(F)F (R)-7-(2-((2-ethyl-4-(2-methylpiperazin-1-yl)phenyl)amino)-5-(trifluoromethyl)pyrimidin-4-yl)-2,3-dihydro-5H-thieno[3,2-e][1,4]oxathiepine 1,1-dioxide